C(C)OC[C@]1(CC[C@@H]2[C@H]3CC[C@@]4([C@H](CC[C@H]4[C@@H]3CC[C@@H]2C1)[C@@H](CC)NC=1C=C(C#N)C=CC1)C)O 3-(((R)-1-((3R,5R,8R,9R,10S,13S,14S,17S)-3-(ethoxymethyl)-3-hydroxy-13-methylhexadecahydro-1H-cyclopenta[a]phenanthren-17-yl)propyl)amino)benzonitrile